2-mercapto-5-amino-1,3,4-thiadiazole SC=1SC(=NN1)N